(+/-)-trans-3-{[(3-oxoisoindolin-5-yl)oxy]methyl}-4-(4-{[(perfluorobutyl)sulfonyl]oxy}phenyl)piperidine-1-carboxylic acid tert-butyl ester C(C)(C)(C)OC(=O)N1C[C@H]([C@@H](CC1)C1=CC=C(C=C1)OS(=O)(=O)C(C(C(C(F)(F)F)(F)F)(F)F)(F)F)COC=1C=C2C(NCC2=CC1)=O |r|